ClC1=CC(=C(OCC2=CC=CC(=N2)OC2CCN(CC2)CC2=NC3=C(N2C)C=C(C=C3OC(F)F)C(=O)O)C=C1)F 2-((4-((6-((4-Chloro-2-fluorophenoxy)methyl)pyridin-2-yl)oxy)piperidin-1-yl)methyl)-4-(difluoromethoxy)-1-methyl-1H-benzo[d]imidazole-6-carboxylic acid